6-(1-Isobutylpyrazol-4-yl)-N-(1H-pyrazol-3-ylsulfonyl)-2-(2,4,6-trimethylphenoxy)pyridin-3-carboxamid C(C(C)C)N1N=CC(=C1)C1=CC=C(C(=N1)OC1=C(C=C(C=C1C)C)C)C(=O)NS(=O)(=O)C1=NNC=C1